[N+](=O)([O-])C1=CC=C(OC2=C(C(C#N)=CC=C2)C#N)C=C1 3-(4-nitrophenoxy)phthalonitrile